tert-butyl 4-[[4-chloro-2-[3-[(2,2-difluoro-1,3-benzodioxol-5-yl)-(trideuteriomethyl)carbamoyl]phenyl]-5-(trifluoromethyl)pyrazol-3-yl]methoxy]benzoate ClC1=C(N(N=C1C(F)(F)F)C1=CC(=CC=C1)C(N(C([2H])([2H])[2H])C1=CC2=C(OC(O2)(F)F)C=C1)=O)COC1=CC=C(C(=O)OC(C)(C)C)C=C1